C(C=C)(=O)N1C[C@@H](N(CC1)C=1C=2C(N(C(N1)=O)C=1C(=NC=CC1C)C(C)C)=NC(=C1C2OCC1)C1=C2C=NNC2=CC=C1C)C 9-((S)-4-propenoyl-2-methylpiperazin-1-yl)-6-(2-isopropyl-4-methylpyridin-3-yl)-4-(5-methyl-1H-indazol-4-yl)-3,6-dihydrofuro[2',3':4,5]pyrido[2,3-d]pyrimidin-7(2H)-one